C1(CC1)C(NC)C1=NC=C(C=C1)C(F)(F)F 1-cyclopropyl-N-methyl-1-(5-(trifluoromethyl)pyridin-2-yl)methanamine